N,N-dimethyl-3-(tridec-1,12-dien-7-yloxy)propan-1-amine CN(CCCOC(CCCCC=C)CCCCC=C)C